COC([C@H](CC1=CC(=C(C=C1)F)F)N)=O (S)-2-amino-3-(3,4-difluorophenyl)propionic acid methyl ester